(4-(4-(benzo[d]thiazol-5-ylamino)quinolin-7-yl)phenyl)(4-methylpiperazin-1-yl)methanone S1C=NC2=C1C=CC(=C2)NC2=CC=NC1=CC(=CC=C21)C2=CC=C(C=C2)C(=O)N2CCN(CC2)C